BrC1=CC=2C(C3=CC(=CC=C3C2C=C1)CCCCCCCC)(CCCCCCCC)CCCCCCCC 2-bromo-7,9,9-trioctyl-9H-fluorene